BrC1=CC=CC2=C1SC1=C2C=CC=C1Cl 4-bromo-6-chlorodibenzothiophene